[Li+].[Li+].CC1C(C(CCC1)C(=O)[O-])C(=O)[O-] 3-methylcyclohexane-1,2-dicarboxylic acid, dilithium salt